(S)-3-amino-3-(5-(2,4-difluorophenyl)thiophen-2-yl)propanoic acid ethyl ester C(C)OC(C[C@@H](C=1SC(=CC1)C1=C(C=C(C=C1)F)F)N)=O